FC(CN1[C@@H](C=2NC3=CC=CC=C3C2C[C@H]1C)C=1SC(=CN1)CC1CN(C1)CCC)(C)C 2-[(1S,3R)-2-(2-fluoro-2-methylpropyl)-3-methyl-1H,2H,3H,4H,9H-pyrido[3,4-b]indol-1-yl]-5-[(1-propylazetidin-3-yl)methyl]-1,3-thiazole